7-((3,4-Difluorobenzyl)amino)-2-(methylsulfonyl)-3,4,11,11a-tetrahydro-1H-pyrazino[1',2':3,4]imidazo[1,2-c]pyrimidin-9(2H)-one FC=1C=C(CNC=2C=C3N(C(N2)=O)CC2N3CCN(C2)S(=O)(=O)C)C=CC1F